2-phenyl-2-(1H-pyrazol-1-yl)acetic acid methyl ester COC(C(N1N=CC=C1)C1=CC=CC=C1)=O